3-(2,3-dibromopropoxy)-phenylalanine BrC(COC=1C=C(C[C@H](N)C(=O)O)C=CC1)CBr